ClC1=NC=C2C(=N1)N(N=C2)[C@@H]2CC[C@H](CC2)NS(=O)(=O)C trans-N-[4-(6-chloropyrazolo[3,4-d]pyrimidin-1-yl)cyclohexyl]methanesulfonamide